C(C)(C)(C)OC(=O)NC1(CCN(CC1)C1=NC=C(C=C1)C=1C=2N(C=C(C1)OCC(C)(C)O)N=CC2C#N)C(=O)OCC ethyl 4-((tert-butoxycarbonyl)amino)-1-(5-(3-cyano-6-(2-hydroxy-2-methylpropoxy)pyrazolo[1,5-a]pyridin-4-yl)pyridin-2-yl)piperidine-4-carboxylate